8-(4,4,5,5-tetramethyl-1,3,2-dioxaborolan-2-yl)dibenzo[b,d]furan-2-carbonitrile CC1(OB(OC1(C)C)C=1C=CC2=C(C3=C(O2)C=CC(=C3)C#N)C1)C